C(C)(C)(C)OC(=O)N(C(OC(C)(C)C)=O)C1=NC(=C(C(=N1)Cl)C)C1=C(C=CC=C1C)C=C1CCCCC1 tert-Butyl N-tert-butoxycarbonyl-N-[4-chloro-6-[2-(cyclohexylidenemethyl)-6-methyl-phenyl]-5-methyl-pyrimidin-2-yl]carbamate